FC(C1CC(C1)(O)C1=C(C2=C(N=C(N=C2)C2=CC=3C(N=C2)=NN(C3)C)S1)C)F 3-(difluoromethyl)-1-(5-methyl-2-(2-methyl-2H-pyrazolo[3,4-b]pyridin-5-yl)thieno[2,3-d]pyrimidin-6-yl)cyclobutanol